NC1=NC(=C(C=2N1C(N(N2)CCC#N)=O)Br)C2=CC=CC=C2 3-(5-amino-8-bromo-3-oxo-7-phenyl-[1,2,4]triazolo[4,3-c]pyrimidin-2(3H)-yl)propionitrile